Dibutyltin dimaleate C(\C=C/C(=O)[O-])(=O)[O-].C(\C=C/C(=O)[O-])(=O)[O-].C(CCC)[Sn+4]CCCC